4-(1,5-dimethyl-6-oxo-1,6-dihydro-pyridin-3-yl)-benzoic acid methyl ester COC(C1=CC=C(C=C1)C1=CN(C(C(=C1)C)=O)C)=O